BrC1=CC=C(C=C1)N1CCC(CC1)N1CNCC=C1 1-(1-(4-Bromophenyl)piperidin-4-yl)dihydropyrimidine